2,3-difluoro-4-((7-methoxy-2-oxo-2,3-dihydro-1H-imidazo[4,5-c][1,8]naphthyridin-1-yl)methyl)-benzenesulfonamide FC1=C(C=CC(=C1F)CN1C(NC=2C=NC=3N=C(C=CC3C21)OC)=O)S(=O)(=O)N